CC1OC(CN(C1)C1=CC(=C(N)C=C1F)C)C 4-(2,6-dimethylmorpholino)-5-fluoro-2-methylaniline